CN(C(OC(C)(C)C)=O)CCC=1NC2=CC(=C(C=C2C1)C)C(NC1(CC1)C1=CC=CC2=CC=CC=C12)=O tert-Butyl methyl(2-(5-methyl-6-((1-(naphthalen-1-yl)cyclopropyl)carbamoyl)-1H-indol-2-yl)ethyl)carbamate